3,5-difluoro-4-(4-(hydroxymethyl)piperidin-1-yl)benzoic acid FC=1C=C(C(=O)O)C=C(C1N1CCC(CC1)CO)F